C(C)C1=C(C=CC=C1)C1=C(C=CC(=N1)NS(=O)(=O)C1=CC=CC(=N1)N1CC(CCC1)(C(=O)OC)C)C1=CC(=CC=C1)OCC(F)(F)F methyl 1-[6-[[6-(2-ethylphenyl)-5-[3-(2,2,2-trifluoroethoxy)phenyl]-2-pyridyl]sulfamoyl]-2-pyridyl]-3-methyl-piperidine-3-carboxylate